ClC1=CC(=C(C=C1)C1(OC2=C(O1)C=CC=C2C2=CC(=C(C(=C2)F)CC(=O)OC)F)C)F Methyl 2-(4-(2-(4-chloro-2-fluorophenyl)-2-methylbenzo[d][1,3]dioxol-4-yl)-2,6-difluorophenyl)acetate